(S)-3-fluoro-5,8,8-trimethyl-5-phenyl-4-(trifluoromethyl)-7,8,9,10-tetrahydrobenzo[b][1,8]naphthyridin-6(5H)-one FC1=C(C=2[C@@](C3=C(NC2N=C1)CC(CC3=O)(C)C)(C3=CC=CC=C3)C)C(F)(F)F